2-bromopyridin-3-ol BrC1=NC=CC=C1O